2-((2-((4-(1-(1-(2-hydroxyacetyl)piperidin-4-yl)-1H-1,2,3-triazol-4-yl)phenyl)amino)-5-(trifluoromethyl)pyrimidin-4-yl)amino)-N-methylbenzamide OCC(=O)N1CCC(CC1)N1N=NC(=C1)C1=CC=C(C=C1)NC1=NC=C(C(=N1)NC1=C(C(=O)NC)C=CC=C1)C(F)(F)F